2-(((2R,3S,4R,5R)-5-(6-amino-2-chloro-9H-purin-9-yl)-3-ethynyl-3,4-dihydroxytetrahydrofuran-2-yl)methoxy)-2-(3-(trifluoromethoxy)benzyl)propanedioic acid NC1=C2N=CN(C2=NC(=N1)Cl)[C@H]1[C@@H]([C@@]([C@H](O1)COC(C(=O)O)(C(=O)O)CC1=CC(=CC=C1)OC(F)(F)F)(O)C#C)O